[N+](=O)([O-])C1=C(C=CC=C1)NC/C=C/CN (E)-N'-(2-nitrophenyl)but-2-ene-1,4-diamine